BrC1=CC2=C(N=C(O2)C2CCN(CC2)C(=O)OC(C)(C)C)C=C1 tert-Butyl 4-(6-bromo-1,3-benzoxazol-2-yl)piperidine-1-carboxylate